ClC=1C=C2C=NC(=NC2=CC1N1CCC2([C@@H](COC2)O)CC1)NC=1C=NN(C1Cl)C1CC1 (S)-8-(6-chloro-2-((5-chloro-1-cyclopropyl-1H-pyrazol-4-yl)amino)quinazolin-7-yl)-2-oxa-8-azaspiro[4.5]decan-4-ol